N-Hexadecyl-N,N-dimethyl-3-ammonio-1-propanesulfonate CCCCCCCCCCCCCCCC[N+](C)(C)CCCS(=O)(=O)[O-]